nitrogen (2-aminoethyl)-nitrogen NCC[N].[N]